COC(=O)C1C(CCC1)CN1C(N(C2=C1C=C(C=C2)NC2=C(C(=NC=C2)Cl)C#N)C)=O 2-[[6-[(2-chloro-3-cyano-4-pyridinyl)amino]-3-methyl-2-oxo-benzoimidazol-1-yl]methyl]cyclopentanecarboxylic acid methyl ester